OC=1C=CC2=C(N(C(=N2)C(=O)NC2(CCS(CC2)(=O)=O)C)C)C1 6-hydroxy-1-methyl-N-(4-methyl-1,1-dioxidotetrahydro-2H-thiopyran-4-yl)-1H-benzo[d]imidazole-2-carboxamide